CN(CCCNC(=O)NCCCN(C)C)C 1,3-Bis(3-dimethylaminopropyl)urea